6-(4-hydroxy-3,5-dimethylanilino)-2,4-bis-octylthio-1,3,5-triazine OC1=C(C=C(NC2=NC(=NC(=N2)SCCCCCCCC)SCCCCCCCC)C=C1C)C